ClC1=NC(=NC=C1)C(C)C 4-chloro-2-isopropylpyrimidine